[PH4+].NC(=O)N urea, phosphonium salt